(R)-benzyl 3-(2,3-dihydroxypropyl)azetidine-1-carboxylate O[C@H](CC1CN(C1)C(=O)OCC1=CC=CC=C1)CO